2-[1-(5-ethylpyrimidin-2-yl)piperidin-4-yl]pyridazin-3-one C(C)C=1C=NC(=NC1)N1CCC(CC1)N1N=CC=CC1=O